13-bromo-5-fluoro-14,19-dimethoxy-16,16-dioxo-9-oxa-16λ6-thia-4,17-diazatetracyclo[16.3.1.111,15.02,7]tricosa-1(21),2(7),3,5,11,13,15(23),18(22),19-nonaen-10-one BrC=1C=C2C(OCC=3C=C(N=CC3C3=CC=C(C(NS(C(C1OC)=C2)(=O)=O)=C3)OC)F)=O